Tert-butyl (2-(5-acetyl-1H-pyrazol-1-yl)ethyl)carbamate C(C)(=O)C1=CC=NN1CCNC(OC(C)(C)C)=O